CN(S(=O)(=O)C1=CC(=CC=C1)C(=O)N1CCCC2=CC=CC=C12)C1=CC=CC=C1 N-methyl-N-phenyl-3-(1,2,3,4-tetrahydroquinoline-1-carbonyl)benzenesulfonamide